2-((2R,5S)-5-methyl-2-(2-(2-methyl-2-azabicyclo[2.2.2]octan-4-yl)benzo[d]thiazol-5-yl)piperidin-1-yl)-2-oxo-N-(1H-pyrazolo[4,3-c]pyridin-7-yl)acetamide C[C@H]1CC[C@@H](N(C1)C(C(=O)NC=1C2=C(C=NC1)C=NN2)=O)C=2C=CC1=C(N=C(S1)C13CN(C(CC1)CC3)C)C2